3-(2,6-difluoro-3-(4-hydroxybut-1-yn-1-yl)phenyl)-3,4-dihydroquinazolin FC1=C(C(=CC=C1C#CCCO)F)N1C=NC2=CC=CC=C2C1